carboxymethyl-aminomethane C(=O)(O)CCN